(1R,2R)-2-(9H-fluoren-9-yl-methoxycarbonylamino)-cyclopentane-1-carboxylic acid C1=CC=CC=2C3=CC=CC=C3C(C12)N([C@H]1[C@@H](CCC1)C(=O)O)C(=O)OC